FC=1C=C(C=C(C1OC1=CC=NC2=CC(=C(C=C12)OC)OCCO)F)NC(=O)C=1C(=NC=CC1OCC(F)F)F N-(3,5-difluoro-4-((7-(2-hydroxyethoxy)-6-methoxyquinolin-4-yl)oxy)phenyl)-4-(2,2-difluoroethoxy)-2-fluoropyridine-3-carboxamide